C1(CC1)C(=O)N1C[C@@](CC1)(OC)C=1C=C2C(=CC(=NC2=CC1)[2H])N[C@H](C)C1=C(C(=CC=C1)C(F)F)F cyclopropyl((S)-3-(4-(((R)-1-(3-(difluoromethyl)-2-fluorophenyl)ethyl)amino)quinolin-6-yl-2-d)-3-methoxypyrrolidin-1-yl)methanone